C(CCCCCCCCCCCCCCCCCCCCCCCCCCC)(=O)NNCC(=O)N octacosamidoglycinamide